tert-butyl N-[5-[6-[4-(4-fluoro-3-methoxy-phenyl)-1,2,4-triazol-3-yl]imidazo[1,2-a]pyridin-3-yl]-2-pyridyl]carbamate FC1=C(C=C(C=C1)N1C(=NN=C1)C=1C=CC=2N(C1)C(=CN2)C=2C=CC(=NC2)NC(OC(C)(C)C)=O)OC